C12CN(CC2C1)C1=NC2=C(C=C(C=C2C(N1C1CCOCC1)=O)C)C(C)NC1=C(C(=O)O)C=CC=C1 2-((1-(2-(3-Azabicyclo[3.1.0]hexan-3-yl)-6-methyl-4-oxo-3-(tetrahydro-2H-pyran-4-yl)-3,4-dihydroquinazolin-8-yl)ethyl)amino)benzoic acid